ClC1=C(C=CC=C1)[C@H]1CC[C@H](N1C(=O)C1=CC=C(C=C1)C1=C(C=C(C=C1)C(F)(F)F)C#N)C(=O)O (2S,5R)-5-(2-chlorophenyl)-1-(2'-cyano-4'-(trifluoromethyl)-[1,1'-biphenyl]-4-carbonyl)pyrrolidine-2-carboxylic acid